(R)-N-(1-(3-(difluoromethyl)-2-fluorophenyl)ethyl)-2-methyl-6-(4-methylpiperazin-1-yl)pyrido[2,3-d]pyrimidin-4-amine FC(C=1C(=C(C=CC1)[C@@H](C)NC=1C2=C(N=C(N1)C)N=CC(=C2)N2CCN(CC2)C)F)F